(1s,4s)-4-((2-Chloro-5-((1-(2-(dimethylamino)ethyl)-1H-pyrazol-4-yl)ethynyl)pyridin-4-yl)amino)cyclohexan-1-ol ClC1=NC=C(C(=C1)NC1CCC(CC1)O)C#CC=1C=NN(C1)CCN(C)C